Methyl (S)-3-(3-(2-Methoxy-2-Oxoethyl)Morpholino)Propanoate COC(C[C@H]1COCCN1CCC(=O)OC)=O